4-(4-((1R,5S)-3,8-diazabicyclo[3.2.1]octan-3-yl)-2-(4-(dimethylamino)phenethyl)quinazolin-7-yl)naphthalen-2-ol [C@H]12CN(C[C@H](CC1)N2)C2=NC(=NC1=CC(=CC=C21)C2=CC(=CC1=CC=CC=C21)O)CCC2=CC=C(C=C2)N(C)C